N-((3-nitrophenyl)sulfonyl)benzamide [N+](=O)([O-])C=1C=C(C=CC1)S(=O)(=O)NC(C1=CC=CC=C1)=O